C(C=1C(O)=CC=CC1)(=O)OCCCCCCCCC octylmethyl salicylate